NC[C@@H]1CN(CC1)C1=NC=C(C=2N1C=CN2)SC2=C(C(=NC=C2)N)Cl 4-({5-[(3R)-3-(aminomethyl)pyrrolidin-1-yl]imidazo[1,2-c]pyrimidin-8-yl}sulfanyl)-3-chloropyridin-2-amine